NC1=NC=C(C2=C1C(=C(N2C)C2=CC=C(C=C2)NC(=O)C(=C)F)C=2C=C(C(=NC2)C(=O)NCC(F)(F)F)Cl)C#CCOC2CCN(CC2)C 5-(4-amino-2-{4-[(2-fluoroacrylamino)]phenyl}-1-methyl-7-{3-[(1-methylpiperidin-4-yl)oxy]prop-1-ynyl}pyrrolo[3,2-c]pyridin-3-yl)-3-chloro-N-(2,2,2-trifluoroethyl)pyridine-2-carboxamide